10-phenyl-10H-phenothiazine C1(=CC=CC=C1)N1C2=CC=CC=C2SC=2C=CC=CC12